O-tert-Butyl (1R,4s,6S)-6-methoxy-1-methyl-2-azaspiro[3.3]heptane-2-carbothioate COC1CC2(CN([C@@H]2C)C(OC(C)(C)C)=S)C1